4-iodo-2-methyl-pyrazol-3-amine IC1=C(N(N=C1)C)N